4-[3,5-bis(trifluoromethyl)anilino]-N-methyl-3-(1-methylimidazol-4-yl)benzenesulfonamide FC(C=1C=C(NC2=C(C=C(C=C2)S(=O)(=O)NC)C=2N=CN(C2)C)C=C(C1)C(F)(F)F)(F)F